ClC=1C(=C(C=CC1)NC1=C(NC2=C1C(NCC2)=O)C2=NC(=NC=C2)NC=2C=NN(C2)C2CCOCC2)OC 3-[(3-chloro-2-methoxyphenyl)amino]-2-(2-{[1-(oxan-4-yl)pyrazol-4-yl]amino}pyrimidin-4-yl)-1H,5H,6H,7H-pyrrolo[3,2-c]pyridin-4-one